(S)-4-(7-chlorothieno[2,3-c]pyridin-2-yl)-3-(5-methyl-1,3,4-oxadiazol-2-yl)-2-(2-(tetrahydro-2H-pyran-4-yl)ethyl)-7,8,9,9a-tetrahydro-5H-pyrido[2,3-a]pyrrolizin-5-one ClC=1N=CC=C2C1SC(=C2)C2=C(C(=NC1=C2C(N2CCC[C@@H]12)=O)CCC1CCOCC1)C=1OC(=NN1)C